CC1=C(OC(C(=O)O)CC)C(=CC(=C1)\C=C\C(=O)C1=CC=C(C=C1)SC)C (E)-2-(2,6-dimethyl-4-(3-(4-(methylthio)phenyl)-3-oxoprop-1-en-1-yl)phenoxy)butanoic acid